BrC=1C(=NN(N1)C)C(CC)N(C(OC(C)(C)C)=O)C tert-butyl (1-(5-bromo-2-methyl-2H-1,2,3-triazol-4-yl)propyl)(methyl)carbamate